C[C@@H]1C[C@H](N2CCC=C12)CO[Si](C1=CC=CC=C1)(C1=CC=CC=C1)C(C)(C)C methyl-trans-3-(((tert-butyldiphenylsilyl)oxy)methyl)tetrahydro-1H-pyrrolizine